C(C)(C)(C)OC(=O)NC1=CN(C2=CC=CC=C12)C(=O)[O-] 3-{[(tert-butoxy)carbonyl]amino}-1H-indole-1-carboxylate